1-(5-{[(5-chlorothiophen-2-yl)methyl]amino}-3-{1-[2,2,2-trifluoro-1-(pyridin-2-yl)ethyl]piperidin-4-yl}-1H-pyrazol-1-yl)-2,2-dimethylpropan-1-one ClC1=CC=C(S1)CNC1=CC(=NN1C(C(C)(C)C)=O)C1CCN(CC1)C(C(F)(F)F)C1=NC=CC=C1